N1(CCC1)C(=O)N1[C@H]([C@H](CC1)NC(OCC1=CC=CC=C1)=O)CC=1C(=C(C=CC1)C1=CC(=CC=C1)F)F benzyl ((2S,3S)-1-(azetidin-1-ylcarbonyl)-2-((2,3'-difluoro[biphenyl]-3-yl)methyl)pyrrolidin-3-yl)carbamate